C=C(C)C1=CC=C(C=C1)NC(OC(C)(C)C)=O tert-butyl (4-(prop-1-en-2-yl)phenyl)carbamate